1-((5-(3-Chlorophenyl)-6-methoxypyridin-3-yl)methyl)-1H-tetrazol ClC=1C=C(C=CC1)C=1C=C(C=NC1OC)CN1N=NN=C1